6-(3-amino-6-(4-((1R,5S)-3-(2-fluoroethyl)-3-azabicyclo[3.1.0]hexane-1-yl)phenyl)pyrazin-2-yl)-3,4-dihydroisoquinolin-1(2H)-one NC=1C(=NC(=CN1)C1=CC=C(C=C1)[C@@]12CN(C[C@H]2C1)CCF)C=1C=C2CCNC(C2=CC1)=O